BrC=1C=C(C=CC1)C=1N=C(SC1)NC([C@H](COC)NC(=O)C1=CN(C=C1)S(=O)(=O)C)=O (S)-N-(1-((4-(3-bromophenyl)thiazol-2-yl)amino)-3-methoxy-1-oxopropan-2-yl)-1-(methylsulfonyl)-1H-pyrrole-3-carboxamide